hafnium nickel tin [Sn].[Ni].[Hf]